6-((benzoyloxy)methyl)-4-(dimethylamino)tetrahydro-2H-pyran-2,3-diyl dibenzoate C(C1=CC=CC=C1)(=O)OC1OC(CC(C1OC(C1=CC=CC=C1)=O)N(C)C)COC(C1=CC=CC=C1)=O